C(C)C1=CC=C(C=C1)C=1C=NN(C1)C 4-(4-ethylphenyl)-1-methyl-1H-pyrazole